C(=O)(O)C1=C(C=C(C=C1)C1=CC(=C(C=C1)F)F)N1C(C2=CC(=C(C=C2C1=O)C(=O)O)OC)=O 2-(4-carboxy-3',4'-difluoro[1,1'-biphenyl]-3-yl)-6-methoxy-1,3-dioxo-2,3-dihydro-1H-isoindole-5-carboxylic acid